1-(3,5-difluorophenyl)-3-(4-fluoro-3-(3-morpholinoquinoxaline-6-carbonyl)phenyl)urea FC=1C=C(C=C(C1)F)NC(=O)NC1=CC(=C(C=C1)F)C(=O)C=1C=C2N=C(C=NC2=CC1)N1CCOCC1